ethyl-chloropropene Amyl-salicylate (amyl-2-hydroxybenzoate) C(CCCC)C=1C(=C(C(=O)O)C=CC1)O.C(CCCC)OC=1C(C(=O)O)=CC=CC1.C(C)C(=CC)Cl